ClC=1C=CC(=C(C1)C1=CC(N(C=C1OC)CC=1N=NN(C1)C=1C=C(C(=O)O)C=CC1)=O)N1N=NC(=C1)Cl 3-(4-((4-(5-Chloro-2-(4-chloro-1H-1,2,3-triazol-1-yl)phenyl)-5-methoxy-2-oxopyridin-1(2H)-yl)methyl)-1H-1,2,3-triazol-1-yl)benzoic acid